C(C)S(=O)(=N)C1=CC=C(NO)C=C1 4-(Ethylsulfonimidoyl)anilinol